5-({2-[6-(pentafluoroethyl)quinazolin-4-yl]-2,7-diazaspiro[3.5]non-7-yl}methyl)-1H-indole-2-carbonitrile FC(C(F)(F)F)(C=1C=C2C(=NC=NC2=CC1)N1CC2(C1)CCN(CC2)CC=2C=C1C=C(NC1=CC2)C#N)F